3-cyano-4-(prop-1-en-2-yl)benzoic acid methyl ester COC(C1=CC(=C(C=C1)C(=C)C)C#N)=O